ClC1=C(C=C(C(=C1)Cl)Cl)/C=C/C(=O)OC(C)(C)C tert-butyl (E)-3-(2,4,5-trichlorophenyl)acrylate